C(=O)(O)C1=CC=C(C=C1)CCN(CCC1=C(C=CC=C1)OCC1=C(C=C(C=C1)C1=CC=C(C=C1)C(F)(F)F)Cl)C=1C(=NC=2CCCCC2C1)C(=O)O {[2-(4-carboxyphenyl)ethyl][2-(2-([3-chloro-4'-(trifluoromethyl)biphenyl-4-yl]methoxy)-phenyl)-ethyl]-amino}-5,6,7,8-tetrahydroquinoline-2-carboxylic acid